5-{8-fluoro-6-hydroxy-2-[3-(morpholin-4-yl)propyl]-1,2,3,4-tetrahydroisoquinolin-7-yl}-1λ6,2,5-thiadiazolidine-1,1,3-trione FC=1C(=C(C=C2CCN(CC12)CCCN1CCOCC1)O)N1CC(NS1(=O)=O)=O